C(C)(C)(C)OOC(C1=CC=CC=C1)=O.C(C)(=O)OOC(C)(C)C tert-butyl peroxyacetate tert-butyl-peroxybenzoate